FC1=C(C=C(C=C1)C1(CC1)N(C(=O)C1CC1)CC(C)(C)NC(OC(C)(C)C)=O)C(F)(F)F tert-butyl (1-(N-(1-(4-fluoro-3-(trifluoromethyl)phenyl)cyclopropyl)cyclopropanecarboxamido)-2-methylpropan-2-yl)carbamate